N-(4-((2,4-diaminopyrimidin-5-yl)oxy)-5-isopropylpyridin-2-yl)acetamide NC1=NC=C(C(=N1)N)OC1=CC(=NC=C1C(C)C)NC(C)=O